tetraethyl-glutathione disulfide C(C)C(N(C([C@@](N(C(=O)CC[C@H](N)C(O)=O)CC)(CSSC[C@H](NC(CC[C@H](N)C(O)=O)=O)C(NCC(O)=O)=O)CC)=O)CC)C(O)=O